2-methylpropan-1-one TFA salt OC(=O)C(F)(F)F.CC(C=O)C